2-((2S)-1-propenoyl-4-(4-chloro-2'-(((S)-1-methylpyrrolidin-2-yl)methoxy)-5',8'-dihydro-6'H-spiro[inden-1,7'-quinazolin]-4'-yl)piperazin-2-yl)acetonitrile C(C=C)(=O)N1[C@H](CN(CC1)C1=NC(=NC=2CC3(CCC12)C=CC1=C(C=CC=C13)Cl)OC[C@H]1N(CCC1)C)CC#N